triazacyclohexadecine N1=NN=CC=CC=CC=CC=CC=CC=C1